C(CCCCC)[N+](CC)(CC)CCCCCC dihexyldiethylammonium